dicyclohexylmethane diisocyanate Isocyanate [N-]=C=O.[N-]=C=O.[N-]=C=O.C1(CCCCC1)CC1CCCCC1